The molecule is a linoleic acid hydroperoxide in which the hydroperoxy substituent is located at position 11R. It is a conjugate acid of an (11R)-11-hydroperoxylinoleate. It is an enantiomer of an (11S)-11-hydroperoxylinoleic acid. CCCCC/C=C\\[C@H](/C=C\\CCCCCCCC(=O)O)OO